BrC1=CC=C(C(=N1)C(F)F)OC[C@@](CC(C)C)(N)C (R)-1-{[6-bromo-2-(difluoromethyl)pyridin-3-yl]oxy}-2,4-dimethylpentane-2-amine